O[C@@H](C)C=1N(N=C2N=C(C=CC21)C2=C(C=C(C=C2C)C(F)(F)F)O)[C@@H]2COCC2 2-(3-((S)-1-hydroxyethyl)-2-((S)-tetrahydrofuran-3-yl)-2H-pyrazolo[3,4-b]pyridin-6-yl)-3-methyl-5-(trifluoromethyl)phenol